ethyl 1-(methoxymethyl)pyrazole-4-carboxylate COCN1N=CC(=C1)C(=O)OCC